OCC(\C=C\C1=CC=C(C=C1)\C=C\C(=O)C1=CC=C(C=C1)C1CCN(CC1)C)=O (E)-1-Hydroxy-4-[4-[(E)-3-[4-(1-methylpiperidin-4-yl)phenyl]-3-oxoprop-1-enyl]phenyl]but-3-en-2-one